(E)-N,N-dimethyl-2-(4-(1-(2-methylphenyl)-2-phenyl-1-butenyl)phenoxy)ethanamine CC/C(=C(/C1=CC=C(C=C1)OCCN(C)C)\C2=CC=CC=C2C)/C3=CC=CC=C3